6,6-dimethyl-6H-pyrimido[5,4-b][1,4]oxazin-7(8H)-one CC1(C(NC2=C(O1)C=NC=N2)=O)C